1-(2-Ethynylthiazol-4-yl)-3-(4-(8-oxo-7,8-dihydro-6H-thiazolo[5,4-e]isoindol-5-yl)benzyl)urea C(#C)C=1SC=C(N1)NC(=O)NCC1=CC=C(C=C1)C=1C=C2C(=C3C(NCC13)=O)SC=N2